OC1=C(C=C(CNC(C2=C(C=C(C=C2)O)O)=O)C=C1)OCC 2,4-dihydroxybenzoic acid N-(4-hydroxy-3-ethoxybenzyl)amide